C(OCC[C@H](C)N1N=NN=C1COC[C@@H](C)NC1CCC(CC1)NC1=NC=C(C(=C1)C1=NC(=CC=C1)NCC1(CCOCC1)C#N)Cl)([O-])=O [(1S)-1-[5-[[(2R)-2-[[4-[[5-chloro-4-[6-[(4-cyanotetrahydropyran-4-yl)methylamino]-2-pyridyl]-2-pyridyl]amino]cyclohexyl]amino]propoxy]methyl]tetrazol-1-yl]ethyl]ethyl carbonate